N-(4-fluorophenyl)butanamide FC1=CC=C(C=C1)NC(CCC)=O